N-((1S,2R)-2-(6-fluoro-2,3-dimethylphenyl)-1-(5-oxo-4,5-dihydro-1,3,4-oxadiazol-2-yl)propyl)-4-hydroxychroman-8-sulfonamide FC1=CC=C(C(=C1[C@H]([C@@H](C=1OC(NN1)=O)NS(=O)(=O)C=1C=CC=C2C(CCOC12)O)C)C)C